FC1(CC(C1)COC1=C(C=CC(=C1F)F)[C@@H]1[C@H](O[C@@]([C@H]1C)(C(F)(F)F)C)C(=O)NC1=CC(=NC=C1)C(=O)N)F 4-[[(2S,3R,4S,5S)-3-[2-[(3,3-Difluorocyclobutyl)methoxy]-3,4-difluoro-phenyl]-4,5-dimethyl-5-(trifluoromethyl)tetrahydrofuran-2-carbonyl]amino]pyridin-2-carboxamid